C1[C@@H](N(C(=O)O1)CC(=O)O)C2=CC=CC=C2 (S)-(+)-2-oxo-4-phenyl-3-oxazolidineacetic acid